2-(1-(ethylsulfonyl)-3-(4-(2-(5-methylfuran-2-yl)imidazo[4,5-d]pyrrolo[2,3-b]pyridin-1(6H)-yl)-1H-pyrazol-1-yl)azetidin-3-yl)acetonitrile C(C)S(=O)(=O)N1CC(C1)(N1N=CC(=C1)N1C(=NC=2C1=C1C(=NC2)NC=C1)C=1OC(=CC1)C)CC#N